N-(3'-{(1R)-1-[(6,7-dimethoxy-2-methylquinazolin-4-yl)amino]ethyl}biphenyl-2-yl)acetamide COC=1C=C2C(=NC(=NC2=CC1OC)C)N[C@H](C)C=1C=C(C=CC1)C1=C(C=CC=C1)NC(C)=O